1-tetradecanoyl-2-(9Z-hexadecenoyl)-sn-glycero-3-phosphocholine CCCCCCCCCCCCCC(=O)OC[C@H](COP(=O)([O-])OCC[N+](C)(C)C)OC(=O)CCCCCCC/C=C\CCCCCC